ethyl 2-(5-acetyl-4-chloro-6-oxo-pyridazin-1-yl)acetate C(C)(=O)C1=C(C=NN(C1=O)CC(=O)OCC)Cl